FC(CN1N=C(C=C1)C(=O)NC1CCC(CC1)NC1=CC(=NC2=CC=C(C=C12)Cl)C(F)(F)F)F 1-(2,2-difluoroethyl)-N-[(1s,4s)-4-{[6-chloro-2-(trifluoromethyl)quinolin-4-yl]amino}cyclohexyl]-1H-pyrazole-3-carboxamide